octene-8-carboxylic acid C=CCCCCCCC(=O)O